butaneDinitrile C(CCC#N)#N